COC1=NC=C(C2=C1N=C(S2)NC(=O)N2CCC(CC2)(C)CO)C2CCOCC2 4-Hydroxymethyl-4-methyl-piperidine-1-carboxylic acid [4-methoxy-7-(tetrahydro-pyran-4-yl)-thiazolo[4,5-c]pyridin-2-yl]-amide